CC12COC(OC1)(OC2)C(=O)OCC ethyl 4-methyl-2,6,7-trioxabicyclo[2.2.2]octane-1-carboxylate